S1C=NC(=C1)C(=O)O[C@](C[C@H](C(C)C)N[S@@](=O)C(C)(C)C)(O)CC ethyl-((1R,3R)-3-((S)-1,1-dimethylethylsulfinamido)-1-hydroxy-4-methylpentyl) thiazole-4-carboxylate